[1,4]Dioxin-6-ol O1C=COC=C1O